C1=CC=CC=2C3=CC=CC=C3C(C12)COC(=O)N(CC(=O)O)CCS(=O)(=O)C 2-({[(9H-fluoren-9-yl)methoxy]carbonyl}[2-(methylsulfonyl)ethyl]amino)acetic acid